C(C1=CC=CC=C1)OC[C@H](CCOCC1=CC=CC=C1)O (S)-1,4-dibenzyloxy-2-butanol